ClC1=CC=C(S1)CNC1=CC(=NN1C(C(CO)(C)C)=O)C1(CCN(CC1)C(=O)OC(C)(C)C)C tert-butyl 4-(5-[(5-chlorothiophen-2-yl)methyl]amino-1-(3-hydroxy-2,2-dimethylpropanoyl)-1H-pyrazol-3-yl)-4-methylpiperidine-1-carboxylate